CN1N=CC(=C1)S(=O)(=O)NC1=NC(=C(C(=N1)OC1=CC=C(C=C1)C1N(CCCC1)C)C(C(F)(F)F)(F)F)C1=C(C=CC=C1)C 1-methyl-N-[4-[4-(1-methyl-2-piperidyl)phenoxy]-6-(o-tolyl)-5-(1,1,2,2,2-pentafluoroethyl)pyrimidin-2-yl]pyrazole-4-sulfonamide